ClCC=1C=C2NC(C=3N(C2=CC1)C=CC3F)=O 7-(chloromethyl)-3-fluoropyrrolo[1,2-a]quinoxalin-4(5H)-one